N-GLYCIDYLSTEaRAMIDE C(C1CO1)NC(CCCCCCCCCCCCCCCCC)=O